N-(4-(5-(difluoromethyl)-1,3,4-oxadiazol-2-yl)-2-fluorobenzyl)-3-fluoro-1-isopropyl-N-phenylazetidine-3-carboxamide FC(C1=NN=C(O1)C1=CC(=C(CN(C(=O)C2(CN(C2)C(C)C)F)C2=CC=CC=C2)C=C1)F)F